7-nitroso-3-(trifluoromethyl)-5,6,7,8-tetrahydro[1,2,4]triazolo[4,3-a]pyrazine N(=O)N1CC=2N(CC1)C(=NN2)C(F)(F)F